methyl 2-bromo-3-methoxypropanoate BrC(C(=O)OC)COC